[C@H]12OC[C@H](N(C1)C1=C(C=C(C(=C1)OC)NC1=NC=NC(=C1)N1OCC[C@@H]1C1=CC(=C(C=C1)Cl)F)NC(C=C)=O)C2 N-(2-((1R,4R)-2-oxa-5-azabicyclo[2.2.1]heptane-5-yl)-5-((6-((R)-3-(4-chloro-3-fluorophenyl)isoxazolidine-2-yl)pyrimidine-4-yl)amino)-4-methoxy-phenyl)acrylamide